C(C1=CC=CC=C1)OC=1C(=C(C(=CC1)C)N1C=C(C2=C1N=C(N=C2C=2C(=NN(C2)C)NC(=O)OC(C)(C)C)COC)C(=O)OC)C methyl 7-(3-(benzyloxy)-2,6-dimethylphenyl)-4-(3-((tert-butoxycarbonyl) amino)-1-methyl-1H-pyrazol-4-yl)-2-(methoxymethyl)-7H-pyrrolo[2,3-d]pyrimidine-5-carboxylate